ammonium 2-hydroxybenzoate salt OC1=C(C(=O)[O-])C=CC=C1.[NH4+]